ClC1=NC(=NC(=N1)Cl)NCCCCC1CC(NC(C1)(C)C)(C)C 2,4-dichloro-6-[(2,2,6,6-tetramethylpiperidin-4-yl)butylamino]-s-triazine